FC(C(=O)F)(C#N)F perfluorocyanoacetyl fluoride